(6R,10S)-9-(3-chlorophenyl)-7-methyl-10-((E)-4-bromostyryl)-6-phenyl-6H,10H-[1,3]dioxolo[4',5':4,5]benzo[1,2-b]furo[3,4-E]oxepin ClC=1C=C(C=CC1)C=1OC(=C2C1[C@H](C1=C(O[C@@H]2C2=CC=CC=C2)C=C2C(=C1)OCO2)\C=C\C2=CC=C(C=C2)Br)C